C(C)OC(=O)C=1N(C=C(C1F)S(NC1CN(CC1(C)CO)C(=O)OCC)(=O)=O)C 4-(N-(1-(ethoxycarbonyl)-4-(hydroxymethyl)-4-methylpyrrolidine-3-yl)sulfamoyl)-3-fluoro-1-methyl-1H-pyrrole-2-carboxylic acid ethyl ester